C(#N)C=1C=NC2=CC(=C(C=C2C1N1C=C(C(C=C1)=O)C(=O)O)OC)OCCCOC 1-[3-cyano-6-methoxy-7-(3-methoxypropoxy)-4-quinolinyl]-4-oxo-pyridine-3-carboxylic acid